FC1=CC=C(CN(CCCCCCN2C=C3C=CC=CC3=C2)C2=CC=C(C3=NON=C32)[N+](=O)[O-])C=C1 2-(6-((4-fluorobenzyl)(7-nitrobenzo[c][1,2,5]oxadiazol-4-yl)amino)hexyl)isoindole